C(C)(CC)OC(=O)[C@H](O)[C@@H](O)[C@H](O)[C@H](O)COP(=O)(O)O 6-phosphogluconic acid sec-butyl ester